C1(CC1)C(=O)C1=CC(=C(COC2=CC=CC(=N2)C2CCN(CC2)CC2=NC3=C(N2C[C@H]2OCC2)C=C(C=C3)C(=O)O)C=C1)OC (S)-2-((4-(6-((4-(cyclopropanecarbonyl)-2-methoxybenzyl)oxy)pyridin-2-yl)piperidin-1-yl)methyl)-1-(oxetan-2-ylmethyl)-1H-benzo[d]imidazole-6-carboxylic acid